5-[(3S)-isoxazolidin-3-yl]pyridine-3-carbonitrile trifluoroacetic acid salt FC(C(=O)O)(F)F.O1N[C@@H](CC1)C=1C=C(C=NC1)C#N